ClC1=CC2=C(C=C3N2C(=NN(C3=O)CC(=O)NC3CC(C3)(C)O)C(C)C)S1 2-(2-Chloro-5-isopropyl-8-oxothieno[2',3':4,5]pyrrolo[1,2-d][1,2,4]triazin-7(8H)-yl)-N-((1s,3s)-3-hydroxy-3-methylcyclobutyl)acetamid